Cl[Si](C)(CC[SiH2]CC(Cl)Cl)Cl dichloro[2-(dichloroethylsilyl)ethyl]methylsilane